{4-methoxy-7-[1-(tetrahydro-pyran-2-ylmethyl)-1H-pyrazol-4-yl]-thiazolo[4,5-c]pyridin-2-yl}-amid COC1=NC=C(C2=C1N=C(S2)[NH-])C=2C=NN(C2)CC2OCCCC2